(2S)-2-hydroxy-3-mercaptopropionic acid O[C@@H](C(=O)O)CS